C(C)C1=CC(=NC=C1)N (4-ethylpyridin-2-yl)ammonia